5-methylpentamethylene diisocyanate CC(CCCCN=C=O)N=C=O